C(C)(C)(C)OC(NC1CCN(CC1)CCCN1CCNCC1)=O.NC1=CC=C2C=CC(=[O+]C2=C1)C1=CC=CC=C1 7-aminoflavylium tert-Butyl-N-{1-[3-(piperazin-1-yl)propyl]piperidin-4-yl}carbamate